[1,1'-bis(diphenyl-Phosphinoyl)ferrocene] palladium dichloride [Pd](Cl)Cl.C1(=CC=CC=C1)P(=O)([C-]1C=CC=C1)C1=CC=CC=C1.[C-]1(C=CC=C1)P(=O)(C1=CC=CC=C1)C1=CC=CC=C1.[Fe+2]